3-FLUORo-BUT-3-ENAMIDE FC(CC(=O)N)=C